(5-(4-(2-((5-Chlorothiazol-2-yl)amino)-1-(3,3-difluorocyclopentyl)-2-oxoethyl)phenyl)-2H-tetrazol-2-yl)propanoic acid ClC1=CN=C(S1)NC(C(C1CC(CC1)(F)F)C1=CC=C(C=C1)C=1N=NN(N1)C(C(=O)O)C)=O